N2,N6-bis-BOC-D-lysine C(=O)(OC(C)(C)C)N[C@H](CCCCNC(=O)OC(C)(C)C)C(=O)O